OCC1=CC=C(N=N1)OCCCC#N 4-((6-(hydroxymethyl)pyridazin-3-yl)oxy)butyronitrile